BrC=1C=C(C(=C(C(=O)O)C1)F)[N+](=O)[O-] 5-bromo-2-fluoro-3-nitro-benzoic acid